(S)-2-amino-N-(3-((5-(4-(3-cyano-9-ethyl-6,6-dimethyl-11-oxo-6,11-dihydro-5H-benzo[b]carbazol-8-yl)piperazin-1-yl)-5-oxopentyl)oxy)propyl)-3,3-dimethylbutanamide N[C@H](C(=O)NCCCOCCCCC(=O)N1CCN(CC1)C=1C(=CC2=C(C(C=3NC4=CC(=CC=C4C3C2=O)C#N)(C)C)C1)CC)C(C)(C)C